C(C1=CC=CC=C1)N1CCC(CC1)N1C(CC(C1)C)=O 1-(1-benzylpiperidin-4-yl)-4-methylpyrrolidin-2-one